9,10-bis(isobutoxycarbonyl)anthracene C(C(C)C)OC(=O)C=1C2=CC=CC=C2C(=C2C=CC=CC12)C(=O)OCC(C)C